(cis)-propene-1,2,3-tricarboxylic acid-1,2-anhydride C1=C(CC(=O)O)C(=O)OC1=O